CN(C(O[C@H]1C[C@H](CC1)C1=CC(=NN1)NC(CC1=CC(=NO1)C)=O)=O)C(C)C (1R,3S)-3-(3-{[(3-methyl-1,2-oxazol-5-yl)acetyl]amino}-1H-pyrazol-5-yl)cyclopentyl methyl(propan-2-yl)carbamate